C(C)OC1=C(C=C2CCN(C(C2=C1)CCC1=CNC2=CC=C(C=C12)[N+](=O)[O-])C(=O)N1CCOCC1)OC (7-ethoxy-6-methoxy-1-(2-(5-nitro-1H-indol-3-yl)ethyl)-3,4-dihydroisoquinolin-2(1H)-yl)(morpholinyl)methanone